C1(CCCCC1)NC1=C(C(=C(C(=O)OCCSSCCOC(C2=C(C(=C(C(=C2F)F)NC2CCCCC2)F)F)=O)C(=C1F)F)F)F Disulfanediylbis(ethane-2,1-diyl) bis(4-(cyclohexylamino)-2,3,5,6-tetrafluorobenzoate)